CC1(CN(C2=CC=C(C=C12)C1=CC=CC=C1)C(CCCCCCC)=O)CCC#N 3-(3-methyl-5-phenyl-1-octanoylindolin-3-yl)propionitrile